(2S,4S)-1-methyl-4-[[7-(5-methyl-1,2,4-oxadiazol-3-yl)-1-isoquinolinyl]amino]pyrrolidine-2-carboxylic acid methyl ester COC(=O)[C@H]1N(C[C@H](C1)NC1=NC=CC2=CC=C(C=C12)C1=NOC(=N1)C)C